tert-butyl (R)-methyl(1-(4-(phenylthio)-3-((4-sulfamoyl-2-((trifluoromethyl)sulfonyl)phenyl)amino)butyl)piperidin-4-yl)carbamate CN(C(OC(C)(C)C)=O)C1CCN(CC1)CC[C@H](CSC1=CC=CC=C1)NC1=C(C=C(C=C1)S(N)(=O)=O)S(=O)(=O)C(F)(F)F